(2-chloroethyl)(propyl)amine ClCCNCCC